Cl.NC=1C=C(CCN)C=C(C1)C(F)(F)F 3-amino-5-(trifluoromethyl)phenethylamine hydrochloride